5-Chloro-1-(4-fluoro-3-(4-(cyclopentylcarbonyl)piperazine-1-carbonyl)benzyl)quinazoline ClC1=C2C=NCN(C2=CC=C1)CC1=CC(=C(C=C1)F)C(=O)N1CCN(CC1)C(=O)C1CCCC1